C(C1=CC=CC=C1)OC1=C(C(=O)N2CC=3C=CC=C(C3C2)C(=O)N(C)C)C(=C(C=C1C)O)O 2-(2-(benzyloxy)-5,6-dihydroxy-3-methylbenzoyl)-N,N-dimethylisoindoline-4-carboxamide